The molecule is a glycosyloxyflavone that is kaempferol substituted by a 6-deoxy-4-O-beta-D-glucopyranosyl-alpha-L-mannopyranosyl residue at position 3 via a glycosidic linkage. It has a role as a plant metabolite and an antioxidant. It is a glycosyloxyflavone, a trihydroxyflavone and a disaccharide derivative. It derives from a kaempferol. C[C@H]1[C@@H]([C@H]([C@H]([C@@H](O1)OC2=C(OC3=CC(=CC(=C3C2=O)O)O)C4=CC=C(C=C4)O)O)O)O[C@H]5[C@@H]([C@H]([C@@H]([C@H](O5)CO)O)O)O